(1S,3S)-3-((6-(5-(((3-ethylpyrrolidine-1-carbonyl)oxy)methyl)-1-methyl-1H-1,2,3-triazol-4-yl)-2-methylpyridin-3-yl)oxy)cyclohexane-1-carboxylic acid C(C)C1CN(CC1)C(=O)OCC1=C(N=NN1C)C1=CC=C(C(=N1)C)O[C@@H]1C[C@H](CCC1)C(=O)O